N1(C=NC=C1)CC=1OC2=CC=CC=C2C(C1C1=CC=CC=C1)=O 2-[(1H-Imidazol-1-yl)methyl]-3-phenyl-4H-chromen-4-one